ClC1=CC(=CC(=N1)C(C)(C)O)C 2-(6-Chloro-4-methylpyridin-2-yl)propan-2-ol